8-chloroperfluorooctanesulfonic acid sodium [Na].ClC(C(C(C(C(C(C(C(S(=O)(=O)O)(F)F)(F)F)(F)F)(F)F)(F)F)(F)F)(F)F)(F)F